COC1=C(C=C(C=C1)CCC1=C(C=CC=C1)C)O 2-methoxy-5-[2-(2-methylphenyl)ethyl]phenol